C(C)(C)(C)OC(N(C)C1CCC(CC1)CCN)=O N-[4-(2-aminoethyl)cyclohexyl]-N-methyl-carbamic acid tert-butyl ester